C1=CNC=2C=CC3=C(C12)C=CC(=C3)C(=O)OC Methyl 3H-benzo[e]indole-7-carboxylate